BrC=1N=C(SC1C(=O)NCC1=NC=C(C=C1F)F)N1CCC(CC1)N1C[C@@H](CCC1)C 4-Bromo-N-[(3,5-difluoropyridin-2-yl)methyl]-2-[(3R)-3-methyl[1,4'-bipiperidin]-1'-yl]-1,3-thiazole-5-carboxamide